1-(cyclopropylmethyl)-4-fluoro-3-hydroxy-1H-pyrazole-5-carboxylic acid ethyl ester C(C)OC(=O)C1=C(C(=NN1CC1CC1)O)F